4-(4-hydroxy-3-methylphenyl)-1,5-naphthyridine OC1=C(C=C(C=C1)C1=CC=NC2=CC=CN=C12)C